C1(CC1)C1=NC=NC(=C1C1=NC=C2C(=N1)N(N=C2OC)[C@@H](C)C2=CC=C(C=C2)C=2N(C=C(N2)C(F)(F)F)CCF)OC (S)-6-(4-cyclopropyl-6-methoxypyrimidin-5-yl)-1-(1-(4-(1-(2-fluoroethyl)-4-(trifluoromethyl)-1H-imidazol-2-yl)phenyl)ethyl)-3-methoxy-1H-pyrazolo[3,4-d]pyrimidine